dihydro-1,4-thiazine S1CCNC=C1